Perfluoro Octanyl-Sulphonate C(CCCCCCC)S(=O)(=O)OF